COC(CC1=CC=C(C=C1)OCC(=O)N)=O 2-(4-(2-amino-2-oxoethoxy)phenyl)acetic acid methyl ester